O[C@H]1[C@H](O)[C@@H](O)[C@H](O)[C@@H](O1)C(=O)O α-L-Iduronic Acid